N-((4-amino-3-fluorophenyl)sulfonyl)-2-(naphthalen-2-yloxy)acetamide ethyl-3,5-diacetamido-2,4,6-triiodobenzoate C(C)OC(C1=C(C(=C(C(=C1I)NC(C)=O)I)NC(C)=O)I)=O.NC1=C(C=C(C=C1)S(=O)(=O)NC(COC1=CC2=CC=CC=C2C=C1)=O)F